[1,4-bis(1-indenyl)phenyl]zirconium dichloride [Cl-].[Cl-].C1(C=CC2=CC=CC=C12)C1(CC=C(C=C1)C1C=CC2=CC=CC=C12)[Zr+2]